n-Pentyl-Zinc Bromide [Br-].C(CCCC)[Zn+]